O1C=C(C2=C1COCC2)B2OC(C(O2)(C)C)(C)C 2-(4,7-dihydro-5H-furo[2,3-c]pyran-3-yl)-4,4,5,5-tetramethyl-1,3,2-dioxaborolane